N(=[N+]=[N-])C1=CC=C(C=C1)CCC#N 3-(4-azidophenyl)propionitrile